[5-[2-(7-Azaspiro-[3.5]nonan-2-yl)-ethyl]3-methyl-2-oxo-benzimidazol-1-yl]-piperidine-2,6-dione C1C(CC12CCNCC2)CCC2=CC1=C(N(C(N1C)=O)N1C(CCCC1=O)=O)C=C2